C(C)(C)(C)OC(=O)N1CCN(CC1)C1=C(C=C(C=C1)[N+](=O)[O-])Br 4-(2-Bromo-4-nitrophenyl)piperazine-1-carboxylic acid tert-butyl ester